sodium undecanoic acid sodium salt [Na+].C(CCCCCCCCCC)(=O)[O-].[Na+].C(CCCCCCCCCC)(=O)[O-]